BrC1=CC=C(O[C@H](C(=O)NC(C)=NOC)C)C=C1 (2S)-2-(4-bromophenoxy)-N-[1-(methoxyimino)ethyl]propanamide